C(C)(=O)N1C(CC(C1)C1=CC(=C(C=C1)OC(F)F)OCC1CC1)C(=O)NCC=1C=C2CN(C(C2=CC1)=O)C 1-acetyl-4-(3-(cyclopropylmethoxy)-4-(difluoromethoxy)phenyl)-N-((2-methyl-1-oxoisoindolin-5-yl)methyl)pyrrolidine-2-carboxamide